3-[1-oxo-6-[1-(4-piperidylmethyl)-4-piperidyl]isoindolin-2-yl]piperidine-2,6-dione O=C1N(CC2=CC=C(C=C12)C1CCN(CC1)CC1CCNCC1)C1C(NC(CC1)=O)=O